C(C)C1=CC=C(C=C1)S(=O)(=O)C=1C=NC2=CC=C(C=C2C1N1CCCC1)OC(F)(F)F 3-((4-ethylphenyl)sulfonyl)-4-(pyrrolidin-1-yl)-6-(trifluoromethoxy)quinoline